trimethyl-Ammonium methylsulfate COS(=O)(=O)[O-].C[NH+](C)C